tert-Butyl 4-(1-(3-cyano-6-(2-methyl-3-oxospiro[isoindoline-1,4'-piperidin]-1'-yl)-2-(trifluoromethyl)pyridin-4-yl)azetidin-3-yl)piperazine-1-carboxylate C(#N)C=1C(=NC(=CC1N1CC(C1)N1CCN(CC1)C(=O)OC(C)(C)C)N1CCC2(CC1)N(C(C1=CC=CC=C12)=O)C)C(F)(F)F